2-(4-(3-((1H-indazol-5-yl)amino)-1H-indazol-1-yl)phenoxy)acetic acid N1N=CC2=CC(=CC=C12)NC1=NN(C2=CC=CC=C12)C1=CC=C(OCC(=O)O)C=C1